methyl-5-(dimethylamino)-2-methyl-oxopentanoate CC(C(=O)[O-])(C(CCN(C)C)=O)C